CNC(C)C1OCC2(C3=C1SC=C3)CC2 N-methyl-1-(5'H,7'H-spiro[cyclopropane-1,4'-thieno[2,3-c]pyran]-7'-yl)ethane-1-amine